N-[(3R,5S)-1-(8-cyanoquinoxalin-5-yl)-5-methylpiperidin-3-yl]-2-(2,2-difluorocyclopropyl)acetamide C(#N)C=1C=CC(=C2N=CC=NC12)N1C[C@@H](C[C@@H](C1)C)NC(CC1C(C1)(F)F)=O